1-(5-(quinoxalin-6-yl)pyrrolo[2,1-f][1,2,4]triazin-2-yl)cyclobutane-1,3-diamine N1=CC=NC2=CC(=CC=C12)C=1C=CN2N=C(N=CC21)C2(CC(C2)N)N